phenyl (o-tolyl) ketone C1(=C(C=CC=C1)C(=O)C1=CC=CC=C1)C